N-trifluoroethyl-methyl-pyrazolesulfonamide FC(CNS(=O)(=O)C1=NNC=C1C)(F)F